methyl 9-amino-8-fluoro-3,4-dihydro-2H-benzo[b][1,4]dioxepin-6-carboxylate NC1=C(C=C(C2=C1OCCCO2)C(=O)OC)F